FC(C=1N(C(C2=C(N1)C(=NC(=C2)[C@@H]2C[C@@H](OCC2)C=2C=NN(C2)C)C21CC(C2)(C1)C(F)(F)F)=O)C)F 2-(difluoromethyl)-3-methyl-6-[(2R,4S)-2-(1-methylpyrazol-4-yl)tetrahydropyran-4-yl]-8-[3-(trifluoromethyl)-1-bicyclo[1.1.1]pentanyl]pyrido[3,4-d]pyrimidin-4-one